C(C1=CC=CC=C1)NC1=C(N=NN1C)C1=CC=C(C=C1)O 4-(5-(benzylamino)-1-methyl-1H-1,2,3-triazol-4-yl)phenol